N-(1-Cyanocyclopropyl)-9-(5-(difluoromethyl)-1,3,4-thiadiazol-2-yl)-4-(4-(tetrahydrofuran-3-carbonyl)piperazin-1-yl)-9H-pyrimido[4,5-b]indole-7-sulfonamide C(#N)C1(CC1)NS(=O)(=O)C1=CC=C2C3=C(N(C2=C1)C=1SC(=NN1)C(F)F)N=CN=C3N3CCN(CC3)C(=O)C3COCC3